C1(CCC1)OC=1C=C2C(=NNC(C2=CC1)=O)CC1=CC(=C(C=C1)F)C(=O)N1C2CN(CC1CC2)C(=O)C2CC2 6-cyclobutoxy-4-(3-(3-(cyclopropanecarbonyl)-3,8-diazabicyclo[3.2.1]octane-8-carbonyl)-4-fluorobenzyl)phthalazin-1(2H)-one